(R)-2-chloro-N-(5-(difluoromethyl)-6-(2-(dimethylamino)-2-oxoethoxy)pyridin-3-yl)-8-methyl-8-(trifluoromethyl)-7,8-dihydro-6H-pyrazolo[1,5-a]pyrrolo[2,3-e]pyrimidine-6-carboxamide ClC1=NN2C(N=CC3=C2[C@@](CN3C(=O)NC=3C=NC(=C(C3)C(F)F)OCC(=O)N(C)C)(C(F)(F)F)C)=C1